(S)-4-(6-chloro-1-(2-isopropyl-4-methylpyridin-3-yl)-7-(2-methoxyphenyl)-2-oxo-1,2-dihydropyrido[2,3-d]pyrimidin-4-yl)-3-methylpiperazine-1-carboxylic acid tert-butyl ester C(C)(C)(C)OC(=O)N1C[C@@H](N(CC1)C=1C2=C(N(C(N1)=O)C=1C(=NC=CC1C)C(C)C)N=C(C(=C2)Cl)C2=C(C=CC=C2)OC)C